Br.NC1CC2(C(N(CC3=CC=C(C=C23)Cl)C)=O)C1 trans-3-amino-6'-chloro-2'-methyl-1',2'-dihydro-3'h-spiro[cyclobutane-1,4'-isoquinoline]-3'-one hydrobromide salt